nonadecane-1,2,4-triol C(C(CC(CCCCCCCCCCCCCCC)O)O)O